N-(2-(2-((6-(piperazin-1-yl)pyridin-3-yl)amino)quinazolin-8-yl)pyridin-4-yl)propynamide N1(CCNCC1)C1=CC=C(C=N1)NC1=NC2=C(C=CC=C2C=N1)C1=NC=CC(=C1)NC(C#C)=O